C(CCCC)C(CO)=CC1=CC=CC=C1 α-amyl-cinnamyl alcohol